6-(6-cyclopropoxypyridin-3-yl)-N-(3,5-dimethoxybenzyl)pyrazine-2-carbohydrazide C1(CC1)OC1=CC=C(C=N1)C1=CN=CC(=N1)C(=O)N(N)CC1=CC(=CC(=C1)OC)OC